C1=CC=CC=2C3=CC=CC=C3C(C12)COC(=O)N1C[C@H]([C@@H]([C@@H]1C(=O)O)O)N1CCN(CCN(CCN(CC1)CC(=O)O)CC(=O)O)CC(=O)O 2,2',2''-(10-((3R,4S,5R)-1-(((9H-fluoren-9-yl)methoxy)carbonyl)-5-carboxy-4-hydroxypyrrolidin-3-yl)-1,4,7,10-tetraazacyclododecane-1,4,7-triyl)triacetic acid